FC(CC[C@@H]1CN(C2=C(S([C@H]1F)(=O)=O)C=C(C(=C2)C(F)(F)F)OCC(C(=O)O)(C)C)C2=CC=C(C=C2)F)(C)F 3-(((2R,3R)-3-(3,3-difluorobutyl)-2-fluoro-5-(4-fluorophenyl)-1,1-dioxido-7-(trifluoromethyl)-2,3,4,5-tetrahydrobenzo[b][1,4]thiazepin-8-yl)oxy)-2,2-dimethylpropanoic acid